C(#N)/C(/C(=O)OCC)=C\C1=CN(C2=CC=CC=C12)C1=CC=CC=C1 (E)-ethyl 2-cyano-3-(1-phenyl-1H-indol-3-yl)acrylate